BrC=1C(=C2C(=NN(C(C2=CC1)=O)CC(=O)OC)CF)F methyl 2-(6-bromo-5-fluoro-4-(fluoromethyl)-1-oxophthalazin-2(1H)-yl)acetate